CN(C)CC1(CC1)COC=1N=C(C2=C(N1)CN(C2)C(=O)C2=CC(=CC1=CC=CC(=C21)I)O)N2CC(CCC2)CCO (2-((1-((dimethylamino)methyl)cyclopropyl)methoxy)-4-(3-(2-hydroxyethyl)piperidin-1-yl)-5,7-dihydro-6H-pyrrolo[3,4-d]pyrimidin-6-yl)(3-hydroxy-8-iodonaphthalen-1-yl)methanone